C(C)(C)(C)OOC1(CCC(CC1)C(C)(C)C1CCC(CC1)(OOC(C)(C)C)OOC(C)(C)C)OOC(C)(C)C 4,4,4',4'-tetra-(t-butylperoxy)-2,2-dicyclohexylpropane